BrC1=C(N(N=C1)C)C=1C=C(C2=CC=CC=C2C1F)C#N 3-(4-bromo-2-methyl-pyrazol-3-yl)-4-fluoro-naphthalene-1-carbonitrile